3-(3',5'-Dimethylphenyl)-1H-pyrrole-2-carboxylic acid CC=1C=C(C=C(C1)C)C1=C(NC=C1)C(=O)O